N[C@@H](CCCCN)C(=O)O (exo)-lysine